piperidinesultam di-n-butyl-pentylidenemalonate C(CCC)OC(C(C(=O)OCCCC)=CCCCC)=O.N12CCCCC1NS2(=O)=O